ClC1=C(C=CC(=C1)Cl)C=1C(OC2(C1O)CCCCC2)=O 3-(2,4-dichlorophenyl)-2-oxo-1-oxaspiro[4.5]-dec-3-en-4-ol